6-bromo-1-methyl-4-((3-(trifluoromethyl)phenyl)sulfonyl)-1,2,3,4-tetrahydroquinoxaline BrC=1C=C2N(CCN(C2=CC1)C)S(=O)(=O)C1=CC(=CC=C1)C(F)(F)F